FC1CC(C1)C(=O)NC1=CC(=C(N=N1)C(=O)NC([2H])([2H])[2H])NC1=NC=CC=2C=3C([C@H](N(C12)C)C)=NN(N3)C |o1:29| rel-6-((1r,3R)-3-fluorocyclobutane-1-carboxamido)-N-(methyl-d3)-4-(((R)-2,4,5-trimethyl-4,5-dihydro-2H-[1,2,3]triazolo[4,5-c][1,7]naphthyridin-6-yl)amino)pyridazine-3-carboxamide